N1C2=C(NCC1)N=CC(=C2)C#N 1,2,3,4-tetrahydropyrido[2,3-b]pyrazine-7-carbonitrile